tert-butyl-(2R,4S)-4-({2-cyano-6-[(1S)-1-[(2S,4S)-4-fluoro-1-methylpyrrolidin-2-yl]ethoxy]pyrimidin-4-yl}oxy)-2-(cyanomethyl)piperidine-1-carboxylate C(C)(C)(C)OC(=O)N1[C@@H](C[C@H](CC1)OC1=NC(=NC(=C1)O[C@@H](C)[C@H]1N(C[C@H](C1)F)C)C#N)CC#N